COC(/C(=C/C1=C(C(=CC(=C1)Br)OC)OC)/N=[N+]=[N-])=O.C(C=C)C1=C(C(=C(C(=C1F)F)F)F)F allyl-pentafluorobenzene Methyl-(Z)-2-azido-3-(5-bromo-2,3-dimethoxyphenyl)acrylate